2-(8-([1,1':3',1''-terphenyl]-5'-yl-2,2',2'',3,3'',4,4',5,5'',6,6',6''-d12)dibenzo[b,d]furan-3-yl-1,2,4,6,9-d5)-4,4,5,5-tetramethyl-1,3,2-dioxaborolane C1(=C(C(=C(C(=C1[2H])[2H])[2H])[2H])[2H])C=1C(=C(C(=C(C1[2H])C=1C=C(C2=C(C=3C(O2)=C(C(=C(C3[2H])[2H])B3OC(C(O3)(C)C)(C)C)[2H])C1[2H])[2H])[2H])C1=C(C(=CC(=C1[2H])[2H])[2H])[2H])[2H]